[3-(dimethylamino)propyl]triphenylphosphonium bromide hydrobromide Br.[Br-].CN(CCC[P+](C1=CC=CC=C1)(C1=CC=CC=C1)C1=CC=CC=C1)C